dodecamethylenebis(triethylammonium) C(C)[N+](CCCCCCCCCCCC[N+](CC)(CC)CC)(CC)CC